FC=1C=C(C=C(C1)F)[C@@H]1CC[C@H]2OC3(C(N21)=O)CCN(CC3)C(=O)C=3C=NC(=NC3)C (5'S,7a'R)-5'-(3,5-difluorophenyl)-1-(2-methylpyrimidine-5-carbonyl)tetrahydro-3'H-spiro[piperidine-4,2'-pyrrolo[2,1-b][1,3]oxazol]-3'-one